1-tert-Butyl-3-ethyl-4-hydroxy-5-methyl-pyrazol C(C)(C)(C)N1N=C(C(=C1C)O)CC